C(CCC)OC1=CC=C(C=C1)C(C)=O 1-(4-butoxyphenyl)ethan-1-one